COCCCNC(C(=C)C)=O N-(3-methoxypropyl)methacrylamide